[N-]1OCCCC1 azoxanide